9,10-bis(n-nonylcarbonyloxy)anthracene C(CCCCCCCC)C(=O)OC=1C2=CC=CC=C2C(=C2C=CC=CC12)OC(=O)CCCCCCCCC